ClC1=CC=C(C=C1)C1=NN(C[C@@H]1C1=CC=CC=C1)C(=NC)NS(=O)(=O)C1=CC=C(C=C1)Cl (4S)-3-(4-chlorophenyl)-N-[(4-chlorophenyl)sulfonyl]-4,5-dihydro-N'-methyl-4-phenyl-1H-pyrazole-1-carboxamidine